N1=C(N=CC=C1)C(C)(C)NC1=CC(NC2=CC=CC=C12)=O 4-((2-(pyrimidin-2-yl)propan-2-yl)amino)quinolin-2(1H)-one